4-ethynyl-3-methoxy-1-methyl-1H-pyrazole C(#C)C=1C(=NN(C1)C)OC